tert-butyl 4-(2-(2-((4-fluorophenyl)(methyl-d3)amino)-2-oxoethyl)-3,5-bis(trifluoromethyl)phenyl)-1H-pyrazole-1-carboxylate FC1=CC=C(C=C1)N(C(CC1=C(C=C(C=C1C(F)(F)F)C(F)(F)F)C=1C=NN(C1)C(=O)OC(C)(C)C)=O)C([2H])([2H])[2H]